4-(5-(3-ethoxy-4-methoxyphenyl)pyridin-3-yl)-1,2-oxaborol-2-ol C(C)OC=1C=C(C=CC1OC)C=1C=C(C=NC1)C=1CB(OC1)O